FC1=C(C=CC(=C1)I)NC=1C=NC=C2CCNC(C12)=O 8-(2-fluoro-4-iodophenylamino)-3,4-dihydro-2,6-naphthyridin-1(2H)-one